C(#N)C1=CC=C(CNC(=O)C2=NN(C=3C(N(CCC32)CC3(CC3)S(=O)(=O)N3C[C@](CC3)(C)O)=O)C)C=C1 (R)-N-(4-Cyanobenzyl)-6-((1-((3-hydroxy-3-methylpyrrolidin-1-yl)sulfonyl)cyclopropyl)methyl)-1-methyl-7-oxo-4,5,6,7-tetrahydro-1H-pyrazolo[3,4-c]pyridine-3-carboxamide